4-(6-(2,2-difluoro-6-(1-methyl-1H-pyrazol-4-yl)morpholino)-3-methyl-4-oxo-2-(trifluoromethyl)-3,4-dihydropyrido[3,4-d]pyrimidin-8-yl)-3-fluorobenzonitrile FC1(OC(CN(C1)C1=CC2=C(N=C(N(C2=O)C)C(F)(F)F)C(=N1)C1=C(C=C(C#N)C=C1)F)C=1C=NN(C1)C)F